2,5-diazabicyclo[4.1.0]heptane-2-carboxylate C12N(CCNC2C1)C(=O)[O-]